C1=CC(=CN=C1)C(=O)NCC(=O)O nicotinurate